8-(3-Cyclopropyl-5-fluoro-1H-indol-7-yl)-6-fluoro-9-methoxy-1,4,4-trimethyl-5H-[1,2,4]triazolo[4,3-a]quinoxaline C1(CC1)C1=CNC2=C(C=C(C=C12)F)C1=CC(=C2NC(C=3N(C2=C1OC)C(=NN3)C)(C)C)F